N-(5-chloro-2-fluoro-phenyl)-6-(1,6-diazaspiro[3.3]heptan-6-yl)pyrido[3,2-d]pyrimidin-4-amine ClC=1C=CC(=C(C1)NC=1C2=C(N=CN1)C=CC(=N2)N2CC1(CCN1)C2)F